2-n-octyl-4,7-dibromo-5-fluorobenzotriazole C(CCCCCCC)N1N=C2C(=N1)C(=CC(=C2Br)F)Br